NCC1=C(C2=C(OCCO2)C=C1)N1C(CNCC1)CN 6-(aminomethyl)-5-(2-(aminomethyl)piperazin-1-yl)-2,3-dihydro-1,4-benzodioxine